N-(5-aminopentyl)-3-(2,4-dioxotetrahydropyrimidin-1(2H)-yl)-4-methylbenzenesulfonamide TFA salt OC(=O)C(F)(F)F.NCCCCCNS(=O)(=O)C1=CC(=C(C=C1)C)N1C(NC(CC1)=O)=O